N-(5-sulfamoyl-1,3,4-thiadiazole-2-yl)acetamide monosodium salt [Na].S(N)(=O)(=O)C1=NN=C(S1)NC(C)=O